C(C)(C)(C)OC(=O)N1C(CC[C@@H](C1)NC1=NC=2N(C(=N1)NC1=CC(=CC=C1)[N+](=O)[O-])N=CC2C(C)C)(C)C (S)-5-((8-isopropyl-4-((3-nitrophenyl)amino)pyrazolo[1,5-a][1,3,5]triazine-2-yl)Amino)-2,2-dimethylpiperidine-1-carboxylic acid tert-butyl ester